CCC(=C(C)C(=O)OC(C)N)CC diethyl aminoethyl methacrylate